C(CCCCCC(C)C)S(=O)(=O)[O-].[NH4+] ammonium isononyl-sulfonate